C1CC12OCCC(C2)=O 4-oxaspiro[2.5]octan-7-one